tert-butyl N-methyl-N-[3-(4-methyl-2-nitro-anilino)propyl]carbamate CN(C(OC(C)(C)C)=O)CCCNC1=C(C=C(C=C1)C)[N+](=O)[O-]